4-morpholinal N1(CCOCC1)C=O